N[C@H]1CN(CC1)C(=O)N1CCN(CC1)C(=O)C1=C(C=C(NC=2C=3N(C=CN2)C(=CN3)C=3C(=NN(C3)CC#N)C(F)(F)F)C=C1)Cl 2-[4-[8-[4-[4-[(3R)-3-aminopyrrolidine-1-carbonyl]piperazine-1-carbonyl]-3-chloroanilino]imidazo[1,2-a]pyrazin-3-yl]-3-(trifluoromethyl)pyrazol-1-yl]acetonitrile